COC(=O)C1=CC2=C(N(C(=N2)C2=CC=3C(=NC(=CC3)[C@@H](C)N)N2C[C@@H]2C([C@@H]2C=C)(F)F)C)C=C1F 2-(6-((R)-1-aminoethyl)-1-(((cis)-2,2-difluoro-3-vinylcyclopropyl)methyl)-1H-pyrrolo[2,3-b]Pyridin-2-yl)-6-fluoro-1-methyl-1H-benzo[d]Imidazole-5-carboxylic acid methyl ester